(D)-β-HYDROXYBUTYRIC ACID OC(CC(=O)O)C